ClC=1C=C(C=CC1Cl)C=1N=C(SC1SC(C)C)N1N=C(C(=C1C(=O)O)C1=CC=C(C=C1)CO)C 1-(4-(3,4-dichlorophenyl)-5-(isopropylsulfanyl)thiazol-2-yl)-4-(4-(hydroxymethyl)phenyl)-3-methyl-1H-pyrazole-5-carboxylic acid